3-[(4,4-difluorocyclohexyl)methyl]-4-[(2-fluorophenyl)methyl]-4,5-dihydro-1,2,4-oxadiazol-5-one FC1(CCC(CC1)CC1=NOC(N1CC1=C(C=CC=C1)F)=O)F